NC=1N(N=C2CN(CCC21)S(=O)(=O)C2CC2)C(=O)C2CCNC1=CC=C(C=C21)F (3-amino-6-(cyclopropyl-sulfonyl)-4,5,6,7-tetrahydro-pyrazolo[3,4-c]pyridin-2-yl)(6-fluoro-1,2,3,4-tetrahydro-quinolin-4-yl)methanone